tri(tert-butoxy)silanol C(C)(C)(C)O[Si](O)(OC(C)(C)C)OC(C)(C)C